FC1=CC=C(C=C1)CN(C(=O)NCC1=CC=C(C=C1)C(CC(C)C)=O)C[C@H]1N(CCC1)C (S)-1-(4-fluorophenylmethyl)-3-(4-(3-methylbutyryl)benzyl)-1-((1-methylpyrrolidin-2-yl)methyl)urea